NC1=NC(=CC(=N1)N1CCC2(C[C@H](NC2)C(=O)OCC)CC1)O[C@@H](C(F)(F)F)C1=C(C=C(C=C1)Cl)C1=CC(=CC(=C1)Cl)Cl (S)-ethyl 8-(2-amino-6-((R)-2,2,2-trifluoro-1-(3',5,5'-trichloro-[1,1'-biphenyl]-2-yl)ethoxy)pyrimidin-4-yl)-2,8-diazaspiro[4.5]decane-3-carboxylate